4-[6-(2-ethoxyphenyl)-5-fluoropyridin-3-yl]-1-[2-fluoro-4-(trifluoromethyl)phenyl]-N-[2-(methylamino)ethyl]piperidine-4-carboxamide C(C)OC1=C(C=CC=C1)C1=C(C=C(C=N1)C1(CCN(CC1)C1=C(C=C(C=C1)C(F)(F)F)F)C(=O)NCCNC)F